2-[3-(4-chlorophenyl)phenyl]-5-[(2,2,2-trifluoroethylamino)methyl]-1,4-oxazepan-3-one ClC1=CC=C(C=C1)C=1C=C(C=CC1)C1OCCC(NC1=O)CNCC(F)(F)F